C(C)(C)(C)OC(=O)N1CC(C(C1)=CC)OC1=CC(=C(C=C1)C#N)F 3-(4-cyano-3-fluorophenoxy)-4-ethylidenepyrrolidine-1-carboxylic acid tert-butyl ester